C(#C)C=1C(=CC=C2C=C(C=C(C12)C=O)O)F (8-ethynyl-7-fluoro-3-hydroxy-1-naphthyl)methanone